[Si](O)(O)(O)O.C(=C)CO vinyl-carbinol silicate